2-(4-(3,3-difluorocyclopentyl)phenyl)-4,4,5,5-tetramethyl-1,3,2-dioxaborolan FC1(CC(CC1)C1=CC=C(C=C1)B1OC(C(O1)(C)C)(C)C)F